C(C)(C)(C)C1=C(C(=C2NC=3C(=C(C(=C(C3C2=C1[2H])[2H])C(C)(C)C)[2H])[2H])[2H])[2H] 3,6-di-tert-butyl-9H-carbazole-1,2,4,5,7,8-d6